tert-butyl 5-[(tert-butyldiphenylsilyl)oxy]-3-(hydroxymethyl)-2-azabicyclo[2.2.1]heptane-2-carboxylate [Si](C1=CC=CC=C1)(C1=CC=CC=C1)(C(C)(C)C)OC1C2C(N(C(C1)C2)C(=O)OC(C)(C)C)CO